FC=1C=C(CNC=2C=C3N(C(N2)=O)CC2N3CCC2)C=C(C1)F 3-((3,5-difluorobenzyl)amino)-7,8,8a,9-tetrahydropyrrolo[1',2':3,4]imidazo[1,2-c]pyrimidin-1(6H)-one